(-)-Citronellol C[C@@H](CCC=C(C)C)CCO